tert-butyl (R)-3-((2-chloro-5-methyl-7H-pyrrolo[2,3-d]pyrimidin-4-yl)amino)piperidine-1-carboxylate ClC=1N=C(C2=C(N1)NC=C2C)N[C@H]2CN(CCC2)C(=O)OC(C)(C)C